4,8-dichlorocinnoline ClC1=CN=NC2=C(C=CC=C12)Cl